2-(4-bromo-1H-imidazol-2-yl)propan-2-ol BrC=1N=C(NC1)C(C)(C)O